ClC1=CN=C(S1)N1N=C(C=C1)CC(=O)O 2-[1-(5-chloro-1,3-thiazol-2-yl)-1H-pyrazol-3-yl]acetic acid